(2R,4R)-6-chloro-4-hydroxy-N-(3-{4-[cis-3-(trifluoromethoxy)cyclobutyl]-1H-1,2,3-triazol-1-yl}bicyclo[1.1.1]pentan-1-yl)-3,4-dihydro-2H-1-benzopyran-2-carboxamide ClC=1C=CC2=C([C@@H](C[C@@H](O2)C(=O)NC23CC(C2)(C3)N3N=NC(=C3)[C@@H]3C[C@@H](C3)OC(F)(F)F)O)C1